fluorenyl-cyclopentadienyl-diphenylmethane C1(=CC=CC=2C3=CC=CC=C3CC12)C(C1=CC=CC=C1)(C1=CC=CC=C1)C1C=CC=C1